ethyl 4-fluorobicyclo[2.2.1]heptane-1-carboxylate FC12CCC(CC1)(C2)C(=O)OCC